N-[6-(3-amino-1H-indazol-6-yl)-2-methoxy-3-pyridyl]-5-methyl-3-phenyl-isoxazole-4-carboxamide NC1=NNC2=CC(=CC=C12)C1=CC=C(C(=N1)OC)NC(=O)C=1C(=NOC1C)C1=CC=CC=C1